6-bromo-3-methyl-N-(1-methyl-1H-pyrazol-3-yl)-2-phenylquinoline-4-carboxamide BrC=1C=C2C(=C(C(=NC2=CC1)C1=CC=CC=C1)C)C(=O)NC1=NN(C=C1)C